F[P-](F)(F)(F)(F)F.ClC=1C=CC2=C(N(N=N2)OC(N(C)C)=[N+](C)C)C1 [(6-chlorobenzotriazol-1-yl)oxy-(dimethylamino)methylidene]-dimethylazanium hexafluorophosphate